3-O-(6'-O-(13Z,16Z-docosadienoyl)-beta-D-glucopyranosyl)-cholest-5-en-3beta-ol CCCCC/C=C\C/C=C\CCCCCCCCCCCC(=O)OCC1[C@H](C(C([C@@H](O1)O[C@H]2CC[C@@]3([C@H]4CC[C@]5([C@H]([C@@H]4CC=C3C2)CC[C@@H]5[C@H](C)CCCC(C)C)C)C)O)O)O